10-Methyldodecanal CC(CCCCCCCCC=O)CC